tert-butyl 4-[1-[(3S)-2,6-dioxo-3-piperidyl]indolin-5-yl]piperidine-1-carboxylate O=C1NC(CC[C@@H]1N1CCC2=CC(=CC=C12)C1CCN(CC1)C(=O)OC(C)(C)C)=O